rac-pipecolic acid N1[C@H](CCCC1)C(=O)O |r|